C1=CC=C(C=C1)N2C(=O)C=CC2=O N-phenylmaleimide